OC(CC(CCC1=CC(=C(C=C1)O)OC)=O)CCCCC 5-hydroxy-1-(4-hydroxy-3-methoxyphenyl)-3-decanone